N,N-Bis[3-(dimethylamino)propyl]-N',N'-dimethylpropane-1,3-diamine CN(CCCN(CCCN(C)C)CCCN(C)C)C